ClCC1(CC=C(C=C1)C1=CC=CC=C1)CCl 4,4-bis(chloromethyl)biphenyl